CC(=CCO)CCCC(C)C 3,7-dimethyl-2-octen-1-ol